N1C=NC=C1 (E)-imidazole